FC1=C(C(=CC=C1)OCC(F)(F)F)C1=NC(=CC2=C1CN(C2=O)C2=CC=C(C=C2)C(C)(C)O)C 4-[2-fluoro-6-(2,2,2-trifluoroethoxy)phenyl]-2-[4-(2-hydroxypropan-2-yl)phenyl]-6-methyl-2,3-dihydro-1H-pyrrolo[3,4-c]pyridin-1-one